2-fluoro-[1,1'-Biphenyl] propionate C(CC)(=O)O.FC1=C(C=CC=C1)C1=CC=CC=C1